2-(4-methoxybenzyl)benzoic acid COC1=CC=C(CC2=C(C(=O)O)C=CC=C2)C=C1